2-(4-(Methoxycarbonyloxy)phenyl)acetic acid COC(=O)OC1=CC=C(C=C1)CC(=O)O